ClC=1C(=C2C=NNC2=CC1)CC(=O)O 2-(5-chloro-1H-indazol-4-yl)acetic acid